1-(2-BROMO-4-IODO-5-PYRAZOL-1-YL-PHENOXY)PROPAN-2-OL Sodium borohydride [BH4-].[Na+].BrC1=C(OCC(C)O)C=C(C(=C1)I)N1N=CC=C1